5-([1,2,4]triazolo[1,5-a]pyridin-6-yl)-N-((1-methylpiperidin-4-yl)methyl)-7H-pyrrolo[2,3-d]pyrimidin-2-amine N=1C=NN2C1C=CC(=C2)C2=CNC=1N=C(N=CC12)NCC1CCN(CC1)C